ClC[C@@H](CC(=O)OCC)O ethyl (R)-(-)-4-chloro-3-hydroxybutyrate